NC=1C=2N(C3=CC(=C(C=C3N1)F)C(=O)O)C(=NC2)C 4-amino-7-fluoro-methyl-imidazolo[1,5-a]quinoxalin-8-carboxylic acid